(3aR,5s,6aS)-N-(6-(6-fluoro-2-methyl-2H-indazol-5-yl)-4-methoxypyridazin-3-yl)-2-((tetrahydro-2H-pyran-4-yl)methyl)octahydrocyclopenta[c]pyrrol-5-amine FC=1C(=CC2=CN(N=C2C1)C)C1=CC(=C(N=N1)NC1C[C@@H]2[C@@H](CN(C2)CC2CCOCC2)C1)OC